O1[C@H](COC2=C1C=CC=C2)C2=CC=C(CN1CCNC(CC1)=O)C=C2 1-{4-[(2S)-2,3-dihydro-1,4-benzodioxin-2-yl]benzyl}-1,4-diazacycloheptan-5-one